L-rhamnopyranosyl-L-rhamnopyranosyl-beta-hydroxydecanoyl-beta-hydroxydodecanoate C1([C@H](O)[C@H](O)[C@@H](O)[C@@H](O1)C)C(C(C(=O)[O-])(C(C(CCCCCCCC)O)=O)C1[C@H](O)[C@H](O)[C@@H](O)[C@@H](O1)C)(CCCCCCCCC)O